(R)-5-chloro-6'-methyl-3-(4-(methylsulfinyl)phenyl)-2,3'-bipyridine ClC=1C=C(C(=NC1)C=1C=NC(=CC1)C)C1=CC=C(C=C1)[S@](=O)C